(1-(((3-(ethylsulfanyl)pyridin-2-yl)methyl)amino)-2-methyl-1-oxoprop-2-yl)carbamic acid tert-butyl ester C(C)(C)(C)OC(NC(C(=O)NCC1=NC=CC=C1SCC)(C)C)=O